3-cyano-6-(propylamino)pyrazolo[1,5-a]pyridine C(#N)C=1C=NN2C1C=CC(=C2)NCCC